(S)-N-(5-cyclobutylpyridin-2-yl)-2-((S)-4,4-difluoro-3-(6-oxo-1,6-dihydropyridin-3-yl)piperidin-1-yl)propionamide C1(CCC1)C=1C=CC(=NC1)NC([C@H](C)N1C[C@@H](C(CC1)(F)F)C1=CNC(C=C1)=O)=O